ClC1=CC=C(C=N1)N1[C@H](CN(CC1)C)C (S)-1-(6-chloropyridin-3-yl)-2,4-dimethylpiperazine